tert-butyl 4-(2-(benzofuran-3-yl)-4-(2-((2-chloro-4-(trifluoromethyl)phenyl)amino)-2-oxoethyl)-5-ethyl-7-oxo-4,7-dihydro-[1,2,4]triazolo[1,5-a]pyrimidin-6-yl)piperazine-1-carboxylate O1C=C(C2=C1C=CC=C2)C2=NN1C(N(C(=C(C1=O)N1CCN(CC1)C(=O)OC(C)(C)C)CC)CC(=O)NC1=C(C=C(C=C1)C(F)(F)F)Cl)=N2